2,3-dihydro-1,4-phthalazindione C1(NNC(C2=CC=CC=C12)=O)=O